C(C)(C)N(C(OC(C)(C)C)=N)C(C)C N,N-Diisopropyl-O-tert-butylisourea